2-bromo-5-iodopyridin-4-amine BrC1=NC=C(C(=C1)N)I